C(C)(C)(C)N1N=C(C(=C1C)O)C1=CC=C(C=C1)SC(C)C 1-(tert-butyl)-3-(4-(isopropylthio)phenyl)-5-methyl-pyrazol-4-ol